(2R)-2-amino-3-(pyridin-2-yl)propionic acid methyl ester hydrochloride Cl.COC([C@@H](CC1=NC=CC=C1)N)=O